FC(C(=O)N(S(=O)(=O)C(C(C(C(F)(F)F)(F)F)(F)F)(F)F)[Ag])(C(F)(F)F)C(F)(F)F (2,3,3,3-tetrafluoro-N-((perfluorobutyl)sulfonyl)-2-(trifluoromethyl)propanamido)silver